CNC1=CC=2N(C=C1)C=C(N2)C=2C=C(C=CC2)C N-methyl-2-m-tolylimidazo[1,2-a]pyridin-7-amine